N-acetyloxy-1-[4-(2-hydroxyethyloxy)phenylsulfanylphenyl]Propane-1-on-2-imin trisodium triphosphate salt hydrate O.[O-]P([O-])(=O)OP(=O)([O-])OP(=O)(O)O.[Na+].[Na+].[Na+].C(C)(=O)ON=C(C(=O)C1=C(C=CC=C1)SC1=CC=C(C=C1)OCCO)C